N-methoxy-1-(3-methoxypropyl)-N-methyl-2-oxo-6-(trifluoromethyl)-1,2-dihydropyridine-4-carboxamide CON(C(=O)C1=CC(N(C(=C1)C(F)(F)F)CCCOC)=O)C